C(#C)C1=C(C(N(C=2N=C(N=CC21)NC2=CC=C(C=C2)N2CCN(CC2)C)C)=O)C=2SC=CC2 5-ethynyl-8-methyl-2-((4-(4-methylpiperazin-1-yl)phenyl)amino)-6-(thiophen-2-yl)pyrido[2,3-d]pyrimidin-7(8H)-one